FC(C1=C2CNC(C2=CC=C1)=O)(F)F 4-(trifluoromethyl)isoindoline-1-one